methyl (S)-3-(8-bromochroman-5-yl)-2-(2,6-difluoro-4-(((R)-2,2,2-trifluoro-1-phenylethyl)amino)benzamido)propanoate BrC=1C=CC(=C2CCCOC12)C[C@@H](C(=O)OC)NC(C1=C(C=C(C=C1F)N[C@@H](C(F)(F)F)C1=CC=CC=C1)F)=O